6-(2-methoxyethoxy)-9,9-dimethyl-2-(piperazin-1-ylmethyl)-9,10-dihydroacridine COCCOC=1C=C2NC=3C=CC(=CC3C(C2=CC1)(C)C)CN1CCNCC1